CN(C1=NC2=CC=CC(=C2C=C1)C1(CC1)NC(C1=C(C=CC(=C1)OC[C@H]1N(CC1)C)C)=O)C (S)-N-(1-(2-(Dimethylamino)quinolin-5-yl)cyclopropyl)-2-methyl-5-((1-methylazetidin-2-yl)methoxy)benzamide